C(CC)[N+](CCCO)(C)C propyldimethylhydroxypropylammonium